9,9-bis[4-(2-acryloyloxy-(methyl)ethoxycarbamoyl)-(3-methyl)phenyl]fluorene C(C=C)(=O)OCCON(C(=O)C1=C(C=C(C=C1)C1(C2=CC=CC=C2C=2C=CC=CC12)C1=CC(=C(C=C1)C(N(OCCOC(C=C)=O)C)=O)C)C)C